C1(C=CC=C1)[Pt](C)(C)C cyclopentadienyl-trimethylplatinum